ClC1=C(C(=NC=C1)NC(=O)C=1C=C2CCC3(C2=CC1F)CC3)C=O N-(4-chloro-3-formylpyridin-2-yl)-6'-fluoro-2',3'-dihydrospiro[cyclopropane-1,1'-indene]-5'-carboxamide